ClC1=C(C=C(C=C1)Cl)I 1,4-dichloro-2-iodobenzene